ethyl 2-((3-nitrophenyl)amino)benzo[d]oxazole-5-carboxylate (Ethyl 2-((3-nitrophenyl)amino)benzo[d]oxazole-5-carboxylate) C(C)C1=C(C=CC2=C1N=C(O2)NC2=CC(=CC=C2)[N+](=O)[O-])C(=O)O.[N+](=O)([O-])C=2C=C(C=CC2)NC=2OC1=C(N2)C=C(C=C1)C(=O)OCC